OCCN1C[C@@H](OCC1)C1N(CC1)C1=CN=C2C(=N1)NC(=C2C#N)C#N 3-(((R)-4-(2-hydroxyethyl)morpholin-2-yl)azetidin-1-yl)-5H-pyrrolo[2,3-b]pyrazine-6,7-dicarbonitrile